FC(CN1C(=NC2=C1C=C(C=C2)C2=CNC=1N=C(N=CC12)NC1CCC2(OCCO2)CC1)C)F 5-(1-(2,2-difluoroethyl)-2-methyl-1H-benzo[d]imidazol-6-yl)-N-(1,4-dioxaspiro[4.5]decan-8-yl)-7H-pyrrolo[2,3-d]pyrimidin-2-amine